FC=1C(=NC=CC1)[N+](=O)[O-] 3-Fluoro-2-nitropyridine